FC1=NN(N=C1)C=1C=C(C=CC1C(F)(F)F)NC(=O)N1C2CC(CC1(C2)C=2OC(=NN2)C)C(F)(F)F trans-N-(3-(4-fluoro-2H-1,2,3-triazol-2-yl)-4-(trifluoromethyl)phenyl)-1-(5-methyl-1,3,4-oxadiazol-2-yl)-3-(trifluoromethyl)-6-azabicyclo[3.1.1]heptane-6-carboxamide